3-bromobutanenitrile BrC(CC#N)C